(2'-chloro-[1,1'-biphenyl]-3-yl)(4-methylpiperidin-1-yl)methanone ClC1=C(C=CC=C1)C1=CC(=CC=C1)C(=O)N1CCC(CC1)C